n-triacontanoic acid chloride C(CCCCCCCCCCCCCCCCCCCCCCCCCCCCC)(=O)Cl